1-hexylpyridine C(CCCCC)N1CC=CC=C1